3-(3-(2,3-dihydro-7-azaindol-4-yl)-1H-pyrazolo[3,4-b]pyrazin-6-yl)-8-azaspiro-[4.5]decan-1-amine N1CCC2=C(C=CN=C12)C1=NNC2=NC(=CN=C21)C2CC(C1(C2)CCNCC1)N